Coumaryl alcohol C(\C=C\C1=CC=C(C=C1)O)O